BrC1=CC(=C(C(=N1)Cl)N)C 6-bromo-2-chloro-4-methyl-pyridin-3-amine